ClC1=NC(=CC(=N1)N1N=NC2=C1C=CC(=C2)OC)C=2OC=CC2 1-(2-chloro-6-(furan-2-yl)pyrimidin-4-yl)-5-Methoxy-1H-benzo[d][1,2,3]triazole